6-oxo-4-(trifluoromethyl)-1,6-dihydropyridine-3-carboxylic acid O=C1C=C(C(=CN1)C(=O)O)C(F)(F)F